NC1=NC(=NC=2N1N=C(N2)C=2OC=CC2)N2C[C@@H](CCC2)CN2CCN(CC2)C2=CC=C(C=C2)C(CC(=O)OC)(C)O Methyl 3-(4-(4-(((S)-1-(7-amino-2-(furan-2-yl)-[1,2,4]triazolo[1,5-a][1,3,5]triazin-5-yl)piperidin-3-yl)methyl)piperazin-1-yl)phenyl)-3-hydroxybutanoate